9,10-bis(n-heptylcarbonyloxy)anthracene C(CCCCCC)C(=O)OC=1C2=CC=CC=C2C(=C2C=CC=CC12)OC(=O)CCCCCCC